C(C)OC(=O)[C@H]1OC(O[C@@H]1C(=O)N1CC2=CC=CC=C2CC1)(C)C (4s,5s)-2,2-dimethyl-5-(1,2,3,4-tetrahydroisoquinoline-2-carbonyl)-1,3-dioxolane-4-carboxylic acid ethyl ester